hexafluorophosphate copper [Cu+2].F[P-](F)(F)(F)(F)F.F[P-](F)(F)(F)(F)F